C(CCCCCC(C)(C)C)(=O)[O-].C(CCCCCC(C)(C)C)(=O)[O-].[Zn+2] zinc bis(neodecanoate)